4-(7-(3-fluorophenyl)-4-(pyridin-3-yloxy)-6,7-dihydro-5H-pyrrolo[2,3-d]pyrimidin-2-yl)morpholine FC=1C=C(C=CC1)N1CCC2=C1N=C(N=C2OC=2C=NC=CC2)N2CCOCC2